OC(C(=O)C1=CC=C(C=C1)OCOCC(C1=CC=C(C=C1)\C=C\C(C1=CC=CC=C1)=O)=O)(C)C 2-Hydroxy-2-methyl-1-[4-[[2-oxo-2-[4-[(E)-3-oxo-3-phenylprop-1-enyl]phenyl]ethoxy]methoxy]phenyl]propan-1-one